4-[[5-(4-hydroxy-1-piperidyl)-2-pyridyl]amino]-2-(2-oxo-1,3-dihydro-pyrrolo[2,3-b]pyridin-5-yl)-6H-1,6-naphthyridin-5-one OC1CCN(CC1)C=1C=CC(=NC1)NC1=CC(=NC=2C=CNC(C12)=O)C=1C=C2C(=NC1)NC(C2)=O